[Si](C)(C)(C(C)(C)C)OCCN(C1=CC=NC2=CC=C(C=C12)OC)C1=CC(=C(C=C1)F)Cl N-[2-[tert-butyl(dimethyl)silyl]oxyethyl]-N-(3-chloro-4-fluoro-phenyl)-6-methoxy-quinolin-4-amine